methyl 4-[4-(2-tert-butoxy-2-oxo-ethyl)-4-hydroxy-1-piperidyl]-2-vinyl-benzoate C(C)(C)(C)OC(CC1(CCN(CC1)C1=CC(=C(C(=O)OC)C=C1)C=C)O)=O